N6-[(Dimethylamino)methylene]-2'-deoxyadenosine CN(C)C=NC=1C=2N=CN([C@H]3C[C@H](O)[C@@H](CO)O3)C2N=CN1